ClC1=C(C(=CC=C1Cl)O)[C@H]1CC(N(C1)C1=C2N(N=C1)CCC2)=O |r| rac-4-(2,3-dichloro-6-hydroxyphenyl)-1-(5,6-dihydro-4H-pyrrolo[1,2-b]pyrazol-3-yl)pyrrolidin-2-one